4-methoxy-2-methylpyridine-1(2H)-carboxylic acid phenyl ester C1(=CC=CC=C1)OC(=O)N1C(C=C(C=C1)OC)C